4-chloro-6-(4-fluorophenyl)-5-iodo-2-aminopyrimidine ClC1=NC(=NC(=C1I)C1=CC=C(C=C1)F)N